1-Bromobenzoic acid BrC1(C(=O)O)CC=CC=C1